(R)-tert-butyl (1-(1,4-dioxaspiro[4.5]decan-8-yl)pyrrolidin-3-yl)carbamate O1CCOC12CCC(CC2)N2C[C@@H](CC2)NC(OC(C)(C)C)=O